ClC1=C(C=CC(=C1)C(=O)OC)B(O)O (2-chloro-4-(methoxycarbonyl)phenyl)boronic acid